C1=CC=C2C=CC=C3C2=C1C1=CC=2C=CC4=C5C=C6C(=CC5=CC=C4C2C=C13)C=1C=CC=C3C=CC=C6C13 Diacenaphtho[1,2-b:1',2'-k]chrysene